chloro-4''-((5-chloropyridin-2-yl)methoxy)-3-(2-hydroxypropan-2-yl)-5',6''-dimethyl-2H,2''H-[1,2':4',1''-terpyridin]-2,2''-dione ClC1=C(C(N(C=C1)C1=NC=C(C(=C1)N1C(C=C(C=C1C)OCC1=NC=C(C=C1)Cl)=O)C)=O)C(C)(C)O